N1N=CC=C2C1=NC=N2 IMIDAZOLOPYRIDAZINE